C1CC12C1(OC1)CCN(C2)C(=O)OC(C)(C)C tert-butyl 5-oxa-9-azadispiro[2.0.24.43]decane-9-carboxylate